COC(=O)C1(C(OCC(C1)=C)=O)C1=CC(=CC=C1)OC 3-(3-methoxyphenyl)-5-methylene-2-oxotetrahydro-2H-pyran-3-carboxylic acid methyl ester